N-[3-[[2-(trifluoromethoxy)phenyl]methylcarbamoyl]phenyl]-2-(trifluoromethyl)benzamide FC(OC1=C(C=CC=C1)CNC(=O)C=1C=C(C=CC1)NC(C1=C(C=CC=C1)C(F)(F)F)=O)(F)F